NC[C@H]([C@@H](O)C1=CC(=CC=C1)OCC1CCCCC1)CC (1r,2r)-2-(aminomethyl)-1-(3-(cyclohexylmethoxy)phenyl)butan-1-ol